OC=1C=C(C2=CC=CC=C2C1)C1=CC=C2C(=NC(=NC2=C1)OCC12CCCN2CCC1)N1C[C@H]2CC[C@@H](C1)N2S(=O)(=O)NCCC (1R,5S)-3-(7-(3-hydroxynaphthalen-1-yl)-2-((tetrahydro-1H-pyrrolizin-7a(5H)-yl)methoxy)quinazolin-4-yl)-N-propyl-3,8-diazabicyclo[3.2.1]octane-8-sulfonamide